C(C)(C)(C)C1=C(N=C(S1)NC(C[C@H](CCCNC)NC(C1=CC(=CC=C1)N1N=C(N=N1)C)=O)=O)C (S)-N-(1-((5-(tert-butyl)-4-methylthiazol-2-yl)amino)-6-(methylamino)-1-oxohexan-3-yl)-3-(5-methyl-2H-tetrazol-2-yl)benzamide